C1(=CC=CC=C1)C=1N=C(N=NC1C1=CC=CC=C1)SC(C(=O)NC)C 2-[(5,6-diphenyl-1,2,4-triazin-3-yl)sulfanyl]-N-methyl-propanamide